FC=1C(=C(C(=O)O)C=CC1)SCC1=CC=C(C=C1)OC 3-fluoro-2-[(4-methoxyphenyl)methylthio]benzoic acid